6-(1-(3-Chloropyridin-2-yl)-3-methoxy-1H-pyrazol-5-carboxamido)-N-cyclopropyl-5-methylpyrazolo[1,5-a]pyridin-7-carboxamid ClC=1C(=NC=CC1)N1N=C(C=C1C(=O)NC=1C(=CC=2N(C1C(=O)NC1CC1)N=CC2)C)OC